C(CCCCCCCCCCCCCCC)OC[C@@H](OCCCCCCCCCCCCCCCC)COP(=O)(O)OCC[N+](C)(C)C 1,2-dicetyl-sn-glycero-3-phosphorylcholine